FC(C1=CC=C(C=C1)C=1C=2N(C=C(N1)CNC(OC(C)(C)C)=O)C=CN2)(F)F tert-Butyl ((8-(4-(trifluoromethyl)phenyl)imidazo[1,2-a]pyrazin-6-yl)methyl)carbamate